tert-Butyl (S)-2-(3-(((S)-sec-butyl)amino)propanamido)-5-methyl-3-(thiazolo[4,5-c]pyridin-2-yl)-4,7-dihydrothieno[2,3-c]pyridine-6(5H)-carboxylate [C@H](C)(CC)NCCC(=O)NC1=C(C2=C(CN([C@H](C2)C)C(=O)OC(C)(C)C)S1)C=1SC2=C(C=NC=C2)N1